6-(cyclopropylmethyl)-N-[6-(2,2-difluoroethoxy)-5-fluoro-2-methoxy-3-pyridinyl]-7-keto-1H-pyrrolo[2,3-c]pyridine-3-sulfonamide C1(CC1)CN1C(C2=C(C=C1)C(=CN2)S(=O)(=O)NC=2C(=NC(=C(C2)F)OCC(F)F)OC)=O